O=C1NC2(C(N1)=O)CN(CC2)C(=O)C=2C=C(C=CC2)NC(C)=O N-(3-(2,4-dioxo-1,3,7-triazaspiro[4.4]nonane-7-carbonyl)phenyl)acetamide